6-((2-(((tert-Butoxycarbonyl)(2-(6-methoxy-3-nitropyridin-2-yl)ethyl)amino)-methyl)-4-fluorophenyl)amino)-2-fluoro-3-(trifluoromethyl)benzoic acid C(C)(C)(C)OC(=O)N(CCC1=NC(=CC=C1[N+](=O)[O-])OC)CC1=C(C=CC(=C1)F)NC1=CC=C(C(=C1C(=O)O)F)C(F)(F)F